7-methyl-1H-indole-1-carboxylic acid CC=1C=CC=C2C=CN(C12)C(=O)O